CC1(CC(C1)NC=1N=CC2=C(N1)NC=C2C=2C=CC1=C(N(N=N1)C)C2)NC(C)=O N-((1r,3r)-1-methyl-3-((5-(1-methyl-1H-benzo[d][1,2,3]triazol-6-yl)-7H-pyrrolo[2,3-d]pyrimidin-2-yl)amino)cyclobutyl)acetamide